CN1CCC(CC1)OC=1C=CC(=NC1)[N+](=O)[O-] 5-((1-methylpiperidin-4-yl)oxy)-2-nitropyridine